ClC=1C=C(C=C2C(=NC=NC12)C)C=1C(=NC(=NC1)NC(=O)C1CC1)C=1OC(=CC1)C N-(5-(8-chloro-4-methylquinazolin-6-yl)-4-(5-methylfuran-2-yl)pyrimidin-2-yl)cyclopropylcarboxamide